C(C)(=O)OC=CCCOC(C)=O 1,4-diacetoxy-1-butene